(2E)-3-[3-methyl-1-(oxetan-2-yl)indazol-6-yl]-N-(2-methylpyridin-3-yl)prop-2-enamide CC1=NN(C2=CC(=CC=C12)/C=C/C(=O)NC=1C(=NC=CC1)C)C1OCC1